9-[4-(10-phenylanthracene-9-yl)phenyl]-9H-carbazole C1(=CC=CC=C1)C1=C2C=CC=CC2=C(C2=CC=CC=C12)C1=CC=C(C=C1)N1C2=CC=CC=C2C=2C=CC=CC12